NC1=NC=CC=C1C1=NC=2C(=NC(=CC2)C2=CC=CC=C2)N1C1=CC=C(CN(C2CCC(CC2)C(=O)OC)CC(F)(F)F)C=C1 methyl 4-((4-(2-(2-aminopyridin-3-yl)-5-phenyl-3H-imidazo[4,5-b]pyridin-3-yl) benzyl)(2,2,2-trifluoroethyl)amino)cyclohexane-1-carboxylate